COC(=O)C1N(CC(C1)OC)C(=O)OC(C)(C)C 4-methoxypyrrolidine-1,2-dicarboxylic acid (2R,4R)-1-tert-butyl 2-methyl ester